2-(tert-butyldimethylsilyloxy)-7-methoxy-1,2,3,10,11,11a-hexahydro-5H-pyrrolo[2,1-c][1,4]-benzodiazepin-5,11-dione [Si](C)(C)(C(C)(C)C)OC1CC2C(NC3=C(C(N2C1)=O)C=C(C=C3)OC)=O